(trifluoromethanesulfonyl)methylsulfide FC(S(=O)(=O)CSCS(=O)(=O)C(F)(F)F)(F)F